C[C@H]([C@@H](CCCCCCCCCCCC/C=C/C(CCCCCCCC1C2=CC(=C(C=C2CCN1)O)O)OC)O[C@H]3[C@@H]([C@H]([C@H]([C@H](O3)CO)O)O)O)N The molecule is a glycosphingolipid isolated from a marine sponge Oceanapia sp. that exhibits antifungal activity against fluconazole-resistant yeast Candida glabrata with an MIC value of 30 mug/ml. It has a role as a metabolite and an antifungal agent. It is a glycosphingolipid, a dihydroxyquinoline and an ether. It derives from a beta-D-galactose.